tert-butyl (2R,4S)-2-methyl-4-(tosyloxy)pyrrolidine-1-carboxylate C[C@H]1N(C[C@H](C1)OS(=O)(=O)C1=CC=C(C)C=C1)C(=O)OC(C)(C)C